(S)-1-((7-Chloro-2-(2'-chloro-3'-(3-(((S)-3-hydroxypyrrolidin-1-yl)methyl)-1,7-naphthyridin-8-ylamino)-2-methylbiphenyl-3-yl)benzo[d]oxazol-5-yl)methyl)pyrrolidin ClC1=CC(=CC=2N=C(OC21)C=2C(=C(C=CC2)C2=C(C(=CC=C2)NC=2N=CC=C1C=C(C=NC21)CN2C[C@H](CC2)O)Cl)C)CN2CCCC2